4-[4-fluoro-2-(2,2,2-trifluoroethoxy)phenyl]-2-[6-(morpholin-4-yl)pyridin-3-yl]-2,3-dihydro-1H-pyrrolo[3,4-c]pyridin-1-one FC1=CC(=C(C=C1)C1=NC=CC2=C1CN(C2=O)C=2C=NC(=CC2)N2CCOCC2)OCC(F)(F)F